FC=1C=C(C=CC1F)N1N=C(C=C(C1=O)C(=O)N[C@H](CO)C)C1=NC=C(C=C1)C(F)(F)F 2-(3,4-Difluorophenyl)-N-[(2S)-1-hydroxypropan-2-yl]-3-oxo-6-[5-(trifluoromethyl)pyridin-2-yl]-2,3-dihydropyridazine-4-carboxamide